1-Chloro-4-[(1S)-1-isocyanatoethyl]benzene ClC1=CC=C(C=C1)[C@H](C)N=C=O